ClC=1C(=C(C(=CC1)F)C=1C(N(N=C(C1O)C)C)=O)\C=C\C1=CN=CS1 4-[3-chloro-6-fluoro-2-[(E)-2-thiazol-5-ylvinyl]phenyl]-5-hydroxy-2,6-dimethyl-pyridazin-3-one